(4-naphthalene-2-yl-phenyl)-phenyl-amine C1=C(C=CC2=CC=CC=C12)C1=CC=C(C=C1)NC1=CC=CC=C1